(3-(difluoro(pyridin-4-yl)methyl)-2-fluorophenyl)ethan-1-one FC(C=1C(=C(C=CC1)C(C)=O)F)(C1=CC=NC=C1)F